CN(CCNC(=O)NC1=CC=C(C=C1)C=1C=CC2=C(N(C=N2)C2=CC=C(C=C2)C2=C(C=CC=C2)OC)C1)C 1-(2-(dimethylamino)ethyl)-3-(4-(1-(2'-methoxy-[1,1'-biphenyl]-4-yl)-1H-benzo[d]imidazol-6-yl)phenyl)urea